Cl.Cl.CC=1C=C(C=C(C1)COC1=C(C=C(C(N)=N)C=C1)F)COC1=C(C=C(C(N)=N)C=C1)F 4,4'-(((5-methyl-1,3-phenylene)bis(methylene))bis(oxy))bis(3-fluorobenzimidamide) dihydrochloride